C1(=CC=CC=C1)N1NC(=CC1)C1=CC=C(C=C1)C(C)C 1-phenyl-3-(4-isopropylphenyl)-pyrazoline